CC1(CCOCC1)C(CC(=O)OCC)=O ethyl 3-(4-methyltetrahydro-2H-pyran-4-yl)-3-oxopropanoate